COCOC1=C(C=CC(=C1)C#C[Si](C)(C)C)C1=NN=C(C2=CC=CC=C12)NC1CN(CCC1)C 4-(2-(methoxymethoxy)-4-((trimethylsilyl)ethynyl)phenyl)-N-(1-methylpiperidin-3-yl)phthalazin-1-amine